FC(CN1N=C2N(C(N([C@@H](C2=C1)C)C1CCN(CC1)C1=C(C=CC=C1C)F)=O)CC1=C(C=CC=C1)C(F)(F)F)(C)F |o1:9| (R)- or (S)-2-(2,2-Difluoro-propyl)-5-[1-(2-fluoro-6-methyl-phenyl)-piperidin-4-yl]-4-methyl-7-(2-trifluoromethyl-benzyl)-2,4,5,7-tetrahydro-pyrazolo[3,4-d]pyrimidin-6-one